C(C)OC(CCC(C1=CC=CC=C1)Br)=O.CC=1N=NN(N1)C1=CC=C2C=CN=CC2=C1 7-(5-Methyltetrazol-2-yl)isoquinoline ethyl-4-bromo-4-phenylbutyrate